BrC1=NC=C(C(=C1)Br)F 2,4-dibromo-5-fluoropyridine